N1=C(C=NC=C1)C=1OC(=CN1)C(=O)N1[C@@H](C2=C(CC1)NC=N2)C2=NN1C(C(=CC=C1)C(F)(F)F)=C2 (S)-(2-(pyrazin-2-yl)oxazol-5-yl)(4-(4-(trifluoromethyl)pyrazolo[1,5-a]pyridin-2-yl)-1,4,6,7-tetrahydro-5H-imidazo[4,5-c]pyridin-5-yl)methanone